C1(CC1)CC=1C=CC(=NC1)NC(C(C)N1C[C@@H](C(CC1)(F)F)C1=CNC(C=C1)=O)=O N-(5-(cyclopropylmethyl)pyridin-2-yl)-2-((S)-4,4-difluoro-3-(6-oxo-1,6-dihydropyridin-3-yl)piperidin-1-yl)propionamide